methyl 3-((3-bromo-4-fluorophenyl)(2-isopropyl-4-methylpyridin-3-yl)amino)-3-carbonylpropionate BrC=1C=C(C=CC1F)N(C(CC(=O)OC)=C=O)C=1C(=NC=CC1C)C(C)C